tetramethyl-benzidine hydrochloride dihydrate O.O.Cl.CN(C1=CC=C(C2=CC=C(N(C)C)C=C2)C=C1)C